7-Ethyl-4-(4-fluoro-3-(8-methoxy-3-methyl-[1,2,4]triazolo[4,3-a]pyridin-7-yl)phenyl)-7H-imidazo[4,5-c]pyridazine C(C)N1C=NC2=C1N=NC=C2C2=CC(=C(C=C2)F)C2=C(C=1N(C=C2)C(=NN1)C)OC